1,3-diaza-2-silacyclopentane N1[SiH2]NCC1